[Se].[Te] tellurium Selenium